lithium S-((R)-3,4-bis((tert-butoxycarbonyl)amino)butyl)-N-(tert-butoxycarbonyl)-L-homocysteinate C(C)(C)(C)OC(=O)N[C@H](CCSCC[C@H](NC(=O)OC(C)(C)C)C(=O)[O-])CNC(=O)OC(C)(C)C.[Li+]